N-(3-aminopropyl)-N'-(pinan-10-yl)malonic acid diamide NCCCNC(CC(=O)NCC1C2C(C(CC1)C2)(C)C)=O